2-(2-mercaptoethylthio)-2-mercapto-3-[3-mercapto-2-(2-mercaptoethylthio)-propylthio]propylthio-propane-1-thiol SCCSC(CSC(CC)S)(CSCC(CS)SCCS)S